2-(2-methyl-1,3-dioxolan-2-yl)acetic acid ethyl ester C(C)OC(CC1(OCCO1)C)=O